(S)-N-((S)-1-(4-(tert-butyl)phenyl)ethyl)-2-methylpropane-2-sulphinamide C(C)(C)(C)C1=CC=C(C=C1)[C@H](C)N[S@@](=O)C(C)(C)C